CSC1=NC=2C[C@]3(CCC2C(=N1)N1CCN(CC1)C(=O)OC(C)(C)C)CC1=CC=CC=C1CC3 tert-Butyl (R)-4-(2'-(methylthio)-3,4,5',8'-tetrahydro-1H,6'H-spiro[naphthalene-2,7'-quinazolin]-4'-yl)piperazine-1-carboxylate